2-(6-Chloro-benzothiazol-2-ylamino)-1-methyl-1H-benzoimidazole-5-carboxylic acid [2-(4-methanesulfonyl-piperazin-1-yl)-2-oxo-ethyl]-amide CS(=O)(=O)N1CCN(CC1)C(CNC(=O)C1=CC2=C(N(C(=N2)NC=2SC3=C(N2)C=CC(=C3)Cl)C)C=C1)=O